N,N-dimethyl-4-chlorobenzylamine CN(C)CC1=CC=C(C=C1)Cl